ClC=1C=C2CCCN(C2=C(C1)C1=C2C(=NC=C1)C=C(S2)CO)C2CN(C1(CCC1)C2)C(=O)[O-] 7-(6-chloro-8-(2-(hydroxymethyl)thieno[3,2-b]pyridin-7-yl)-3,4-dihydroquinolin-1(2H)-yl)-5-azaspiro[3.4]octane-5-carboxylate